N-(2-(2,6-dioxopiperidin-3-yl)-1,3-dioxoisoindolin-4-yl)acetamide O=C1NC(CCC1N1C(C2=CC=CC(=C2C1=O)NC(C)=O)=O)=O